CC1(C2=CC(=CC=C2NC=2C=CC(=CC12)C1=CC=CC=C1)CN1CCNCC1)C 9,9-dimethyl-2-phenyl-7-(piperazin-1-ylmethyl)-9,10-dihydroacridine